7'-{2-[(2R,6S)-2,6-dimethylmorpholin-4-yl]pyrimidin-5-yl}-2'-(hydroxymethyl)-4'-(methylamino)-6',7'-dihydrospiro[cyclopentane-1,5'-pyrrolo[2,3-d]pyrimidin]-6'-one C[C@@H]1CN(C[C@@H](O1)C)C1=NC=C(C=N1)N1C(C2(C3=C1N=C(N=C3NC)CO)CCCC2)=O